C(C)(C)(C)C(=C)C1=CC=CC=C1 α-t-butylstyrene